(1-(4-methylphenyl)vinyl)phosphonic acid ethyl ester C(C)OP(O)(=O)C(=C)C1=CC=C(C=C1)C